8-bromo-3-(tert-butyl)-6-((5-methylthiophen-2-yl)methyl)pyrido[2,3-e][1,2,4]triazolo[4,3-c]pyrimidin-5(6H)-one BrC1=CC2=C(C=3N(C(N2CC=2SC(=CC2)C)=O)C(=NN3)C(C)(C)C)N=C1